C1C(CC2CCCC12)C(C(NC1=CC=C2C(=C1)NC(C21CCOCC1)=O)=O)NC(=O)C=1N(N=CC1)C N-{1-(1,2,3,3a,4,5,6,6a-Octahydropentalen-2-yl)-2-oxo-2-[(2-oxospiro[1H-indole-3,4'-oxane]-6-yl)amino]ethyl}-2-methylpyrazole-3-carboxamide